6-(1-(7-(chloro-methyl)-5-(1,4-dimethyl-6-oxo-1,6-dihydro-pyridin-3-yl)-1-oxo-3,4-dihydro-isoquinolin-2(1H)-yl)ethyl)-4-ethoxynicotinonitrile ClCC1=CC(=C2CCN(C(C2=C1)=O)C(C)C1=NC=C(C#N)C(=C1)OCC)C1=CN(C(C=C1C)=O)C